CC(C)[C@@](CCC[NH+](C)CCC1=CC(=C(C=C1)OC)OC)(C#N)C2=CC(=C(C=C2)OC)OC The molecule is an ammonium ion resulting from the protonation of the tertiary amino group of dexverapamil. It is a conjugate acid of a dexverapamil. It is an enantiomer of a (S)-verapamil(1+).